C1(CC1)[C@@H](C)NC1=NC(=NC(=N1)C1=NC(=CC=C1)C(F)(F)F)NCC(C)O 1-(4-((R)-1-cyclopropylethylamino)-6-(6-(trifluoromethyl)pyridin-2-yl)-1,3,5-triazin-2-ylamino)propan-2-ol